C(#N)C=1C=NN2C1C(=CC(=C2)OCC(C)(C)O)C=2C=CC(=NC2)N2C[C@](CC2)(C)NC(=O)C2CC2 (R)-N-(1-(5-(3-cyano-6-(2-hydroxy-2-methylpropoxy)pyrazolo[1,5-a]pyridin-4-yl)pyridin-2-yl)-3-methylpyrrolidin-3-yl)cyclopropanecarboxamide